2-(6-fluoro-3-methyl-1H-indazol-1-yl)pyrimidine-5-carboxylic acid FC1=CC=C2C(=NN(C2=C1)C1=NC=C(C=N1)C(=O)O)C